3-Tert-butoxy-5-fluorosalicylaldehyde C(C)(C)(C)OC1=C(C(C=O)=CC(=C1)F)O